[N+](=O)([O-])C=1C=C2CCC(NC2=CC1C(F)(F)F)=O 6-nitro-7-(trifluoromethyl)-3,4-dihydro-1H-quinolin-2-one